(2-(hydroxymethyl)morpholino)methanone OCC1OCCN(C1)C=O